2-(3-chloro-4-(difluoromethoxy)phenyl)-4,4,5,5-tetramethyl-1,3,2-dioxaborolane ClC=1C=C(C=CC1OC(F)F)B1OC(C(O1)(C)C)(C)C